FC(C=1C(CN=CC1)=O)(F)F 4-(trifluoromethyl)pyridin-3(2H)-one